methyl-5'-[(E)-2-phenylvinyl]spiro[cyclohexane-1,3'-indole]-2',4-dione CC1=C2C3(C(NC2=CC=C1\C=C\C1=CC=CC=C1)=O)CCC(CC3)=O